Boc-L-Aspartic acid 4-methyl ester COC(C[C@H](NC(=O)OC(C)(C)C)C(=O)O)=O